ClC1=NC=C(C=N1)CN(C(OCCCC)=O)C butyl ((2-chloropyrimidin-5-yl)methyl)(methyl)carbamate